N-(4-((3,5-bis(trifluoromethyl)benzyl)oxy)phenyl)-4-(4-chlorophenethyl)piperazine-1-carboxamide FC(C=1C=C(COC2=CC=C(C=C2)NC(=O)N2CCN(CC2)CCC2=CC=C(C=C2)Cl)C=C(C1)C(F)(F)F)(F)F